CN(CCN(C=1C(=CC(=CC1)NC=1N=C(C2=C(N1)N(C=C2)S(=O)(=O)C2=CC=C(C)C=C2)C2=CNC1=CC=C(C=C21)C)N(C)C)C)C N1-(2-(dimethylamino)ethyl)-N1,N2,N2-trimethyl-N4-(4-(5-methyl-1H-indol-3-yl)-7-tosyl-pyrrolo[2,3-d]pyrimidin-2-yl)benzene-1,2,4-triamine